C(C1=CC=CC=C1)NC(CC1N(C(CC1)=O)CC1=C(C=C(C=C1)Cl)Cl)=O N-benzyl-2-[1-[(2,4-dichlorophenyl)methyl]-5-oxopyrrolidin-2-yl]acetamid